ALLYL CYCLOHEXANEVALERATE C1(CCCCC1)CCCCC(=O)OCC=C